C(#N)/C(/C(=O)NCC1=CC=C(C=C1)C(F)(F)F)=C\C1=CNC2=NC=CC=C21 (E)-2-cyano-3-(1H-pyrrolo[2,3-b]pyridin-3-yl)-N-(4-(trifluoromethyl)benzyl)acrylamide